(S)-4-(4-Acryloyl-2-methylpiperazin-1-yl)-6-chloro-7-(2-chlorophenyl)-1-(2-isopropyl-4-(methylthio)pyridin-3-yl)pyrido[2,3-d]pyrimidin C(C=C)(=O)N1C[C@@H](N(CC1)C=1C2=C(N(CN1)C=1C(=NC=CC1SC)C(C)C)N=C(C(=C2)Cl)C2=C(C=CC=C2)Cl)C